CN1N=CC(=C1)C=1C=C(C(=O)Cl)C=CC1 3-(1-methylpyrazol-4-yl)benzoyl chloride